C[C@H]1[C@H](N(C[C@H](O1)C)C(=O)OC(C)(C)C)CNC1=NC=C(N=C1C)C(F)(F)F tert-butyl (2S,3R,6R)-2,6-dimethyl-3-(((3-methyl-5-(trifluoromethyl)pyrazin-2-yl)amino)methyl)morpholine-4-carboxylate